C(C[Si](OC(C)=O)(OC(C)=O)OC(C)=O)[Si](OC(C)=O)(OC(C)=O)OC(C)=O ethylenebis(triacetoxysilane)